The molecule is a tetrachlorobiphenyl that is biphenyl in which the hydrogens at positions 2, 4, 5, and 2' are replaced by chlorines. It is a tetrachlorobiphenyl, a trichlorobenzene and a member of monochlorobenzenes. C1=CC=C(C(=C1)C2=CC(=C(C=C2Cl)Cl)Cl)Cl